BrC=1N=CC(=NC1)N1CCN(CC1)C(=O)OCCCC Butyl 4-(5-Bromopyrazin-2-yl)piperazine-1-carboxylate